OC1=C(C(=CC(=C1)O)OC)C(\C=C\C1=CC=C(C=C1)F)=O (E)-1-(2,4-Dihydroxy-6-methoxyphenyl)-3-(4-fluorophenyl)prop-2-en-1-one